CC1=CC=NC2=CC=C(C=C12)C1=C(N=C(C=2N1N=NN2)N)C=2C=NC=CC2 5-(4-methylquinolin-6-yl)-6-(pyridin-3-yl)tetrazolo[1,5-a]pyrazin-8-amine